fluoro-N-(3-fluoro-4-(4-dimethylaminopiperidin-1-yl)phenyl)-4-(1-cyclopentyl-1H-pyrazol-4-yl)pyrimidin-2-amine FC=1C(=NC(=NC1)NC1=CC(=C(C=C1)N1CCC(CC1)N(C)C)F)C=1C=NN(C1)C1CCCC1